N1(C=NC=C1)C1=CC=C(C=C1)N1C=NC=C1 1,4-bis(1-imidazolyl)benzene